3-(6,7-dihydro-5H-pyrrolo[1,2-a]imidazol-2-yl)-4-((2-(2-hydroxypropan-2-yl)pyridin-4-yl)amino)-N-(4-methoxybenzyl)-N-methylbenzenesulfonamide N1=C2N(C=C1C=1C=C(C=CC1NC1=CC(=NC=C1)C(C)(C)O)S(=O)(=O)N(C)CC1=CC=C(C=C1)OC)CCC2